1-amino-3-benzyloxy-5-[1-[tert-butyl-(dimethyl)silyl]oxypropyl]pyrrolidin-2-one NN1C(C(CC1C(CC)O[Si](C)(C)C(C)(C)C)OCC1=CC=CC=C1)=O